FC(C1=NC(=CC=C1OC[C@](CC(C)C)(N)C)C1=NC=NC(=C1)C)F (S)-1-((2-(difluoromethyl)-6-(6-methylpyrimidin-4-yl)pyridin-3-yl)oxy)-2,4-dimethyl-pentan-2-amine